ClC1=C(C(=O)N)C=CC(=C1)NC1=NC=C(C(=N1)N[C@H](CO)C1=CC=CC=C1)C1=NC(=NO1)C 2-chloro-4-[[4-[[(1S)-2-hydroxy-1-phenyl-ethyl]amino]-5-(3-methyl-1,2,4-oxadiazol-5-yl)pyrimidin-2-yl]amino]benzamide